N-(4-(2-(4-chlorophenyl)but-3-yn-2-yl)thiazol-2-yl)-3-hydroxypyrrolidine-1-carboxamide ClC1=CC=C(C=C1)C(C)(C#C)C=1N=C(SC1)NC(=O)N1CC(CC1)O